BrC1=CN(C2=CC=C(C=C12)C#CC1(CCCCC1)O)COCC[Si](C)(C)C (3-bromo-1-(((2-(trimethylsilyl)ethoxy)methyl)-1H-indol-5-yl)ethynyl)cyclohexane-1-ol